(R)-2-((2-amino-7-fluoro-1,5-naphthyridin-4-yl)amino)-2-methylhexan-1-ol NC1=NC2=CC(=CN=C2C(=C1)N[C@@](CO)(CCCC)C)F